3-(7'-Oxo-2',3',7',9'-Tetrahydro-8'H-Spiro[Piperidine-4,4'-Pyrano[2,3-e]Isoindol]-8'-Yl)Piperidine-2,6-Dione O=C1N(CC2=C3C(=CC=C12)C1(CCO3)CCNCC1)C1C(NC(CC1)=O)=O